ClC1=NC2=C(C=C(C=C2C(N1C1(CC1)C)=O)C)I 2-chloro-8-iodo-6-methyl-3-(1-methylcyclopropyl)quinazolin-4(3H)-one